cis-2-(5-(3-Hydroxypyrrolidin-1-yl)pyrimidin-2-yl)-6-(3-methoxy-2-methylphenyl)phthalazin-1(2H)-one OC1CN(CC1)C=1C=NC(=NC1)N1C(C2=CC=C(C=C2C=N1)C1=C(C(=CC=C1)OC)C)=O